The molecule is a 26-membered macrocylic polyketide incorporating a quinone ring as well as lactam and enone functionality. An intermediate in the biosynthesis of rifamycin. It has a role as a metabolite. It is a lactam, a macrocycle, a polyketide, an enone and a member of p-quinones. C[C@H]1/C=C/C=C(\\C(=O)N=C2C=C(C3=C(C(=O)C(C(C3=C2O)O)C)C(=O)/C(=C\\[C@@H]([C@@H]([C@H]([C@H]([C@@H]([C@@H]([C@@H]([C@H]1O)C)O)C)O)C)O)C)/C)O)/C